tert-butyl (2R,5S)-2-ethyl-4-(2-formyl-5-methyl-6-oxo-5,6-dihydroimidazo[1,2-b]pyridazin-8-yl)-5-methylpiperazine-1-carboxylate C(C)[C@H]1N(C[C@@H](N(C1)C=1C=2N(N(C(C1)=O)C)C=C(N2)C=O)C)C(=O)OC(C)(C)C